5-Bromo-N-ethyl-2-[4-(trifluoromethoxy)phenyl]-1,2,4-triazol-3-amine BrC=1N=C(N(N1)C1=CC=C(C=C1)OC(F)(F)F)NCC